O(Cl)Cl.[Nb+5] niobium(V) oxychloride